ClC1=CC(=CS1)C=1C(C(=C(N(C1C)CC)C1=CC(=C(C=C1)Cl)Cl)C(=O)O)=O 5-(5-chloro-3-thienyl)-2-(3,4-dichlorophenyl)-1-ethyl-6-methyl-4-oxo-pyridine-3-carboxylic acid